(4-(Morpholinylmethyl)-2-azabicyclo[2.1.1]Hex-1-yl)methanol N1(CCOCC1)CC12CNC(C1)(C2)CO